BrC1=CN(C=2N=CN=C(C21)NC(C)C2=NC(=CC=C2)N2C[C@H](N[C@H](C2)C)C)S(=O)(=O)C2=CC=C(C)C=C2 5-Bromo-N-(1-(6-((3R,5S)-3,5-dimethylpiperazin-1-yl)pyridin-2-yl)ethyl)-7-tosyl-7H-pyrrolo[2,3-d]pyrimidin-4-amine